(E)-tert-butyl (2-amino-2-(hydroxyimino)ethyl)(3,5-dichloro-4-((6-chloro-5-isopropylpyridazin-3-yl)oxy)phenyl)carbamate N/C(/CN(C(OC(C)(C)C)=O)C1=CC(=C(C(=C1)Cl)OC=1N=NC(=C(C1)C(C)C)Cl)Cl)=N/O